C1=CC=CC=2C3=CC=CC=C3C(C12)NC(=O)NC=1C(=NC(=CC1)CN1C(N(CC1=O)C)=O)C1=CC=CC=C1 1-(9H-fluoren-9-yl)-3-(6-((3-methyl-2,5-dioxo-imidazolin-1-yl)methyl)-2-phenylpyridin-3-yl)urea